C(N)(=O)[C@@H]1C[C@@H](N(C1)C(=O)OC(C)(C)C)C1=C(C(=CC=C1OCOC)Cl)Cl tert-butyl (2R,4R)-4-carbamoyl-2-[2,3-dichloro-6-(methoxymethoxy)phenyl]pyrrolidine-1-carboxylate